1-(3-(diethylamino)-4-methylphenyl)-3-((5-(2,6-dioxopiperidin-3-yl)-6-oxo-5,6-dihydro-4H-thieno[2,3-c]pyrrol-2-yl)methyl)urea C(C)N(C=1C=C(C=CC1C)NC(=O)NCC1=CC2=C(C(N(C2)C2C(NC(CC2)=O)=O)=O)S1)CC